3-Azabicyclo[3.1.0]hexan-2-one-4,4-d2 C12C(NC(C2C1)([2H])[2H])=O